CN1C(=C(C2=CC(=CC=C12)C(=O)NCCN1CCOCC1)C)C 1,2,3-Trimethyl-N-(2-morpholinoethyl)-1H-indole-5-carboxamide